ClC1=C(COC=2C=C3CC[C@]4(CN(CCO4)CCC(=O)O)C3=CC2)C(=CC=C1)CC (R)-3-(5-((2-chloro-6-ethylbenzyl)oxy)-2,3-dihydrospiro[indene-1,2'-morpholin]-4'-yl)propanoic acid